5-[(3S)-2-[1-(6-aminopyrimidin-4-yl)piperidine-4-carbonyl]isoxazolidin-3-yl]-3-fluoro-2-methyl-benzonitrile NC1=CC(=NC=N1)N1CCC(CC1)C(=O)N1OCC[C@H]1C=1C=C(C(=C(C#N)C1)C)F